dimethyl-ethyl-(4-sulfobutyl)ammonium bisulfate S([O-])(O)(=O)=O.C[N+](CCCCS(=O)(=O)O)(CC)C